C(#N)C1=C(C=CC(=C1)F)N1CC2(C1)CC(C2)OC=2C=CC(=NC2C(=O)NC2CN(C2)C(NC)=O)C=2C(=NC=CC2)OCC 5-((2-(2-cyano-4-fluorophenyl)-2-azaspiro[3.3]heptan-6-yl)oxy)-2'-ethoxy-N-(1-(methylcarbamoyl)azetidin-3-yl)-[2,3'-bipyridine]-6-carboxamide